5-bromo-2-[(2-methylpyrimidin-4-yl)carbamoyl]benzoic acid BrC=1C=CC(=C(C(=O)O)C1)C(NC1=NC(=NC=C1)C)=O